(5,6-Dihydroimidazo[1,2-a]pyrazin-7(8H)-yl)(4-(5-methyl-7H-pyrrolo[2,3-d]pyrimidin-4-yl)-3,4-dihydro-2H-1,4-thiazin-6-yl)methanone N=1C=CN2C1CN(CC2)C(=O)C2=CN(CCS2)C=2C1=C(N=CN2)NC=C1C